diphenyl-[4-(trifluoromethyl)phenyl]phosphine C1(=CC=CC=C1)P(C1=CC=C(C=C1)C(F)(F)F)C1=CC=CC=C1